{[(3R,6S)-6-{[2-(5-{2-[(3R,5R)-3,5-Dimethylmorpholine-4-carbonyl]-4-fluorophenoxy}pyrimidin-4-yl)-2,7-diazaspiro[3.5]nonan-7-yl]methyl}oxan-3-yl]sulfamoyl}(2,2,2-trifluoroethyl)amine C[C@H]1N([C@@H](COC1)C)C(=O)C1=C(OC=2C(=NC=NC2)N2CC3(C2)CCN(CC3)C[C@@H]3CC[C@H](CO3)NS(=O)(=O)NCC(F)(F)F)C=CC(=C1)F